1-[3-(n-butyloxy)-2-(3,5,5-trimethylhexanoyloxy)propyl]-2,2,6,6-tetramethylpiperidin-4-yl 3,5,5-trimethylhexanate CC(CC(=O)OC1CC(N(C(C1)(C)C)CC(COCCCC)OC(CC(CC(C)(C)C)C)=O)(C)C)CC(C)(C)C